[1,3]dioxazole-4-carboxylate O1NOC(=C1)C(=O)[O-]